CC1(OB(OC1(C)C)C1=CC=C(C=C1)S(=O)(=O)N1CCC(CC1)NC1=CC=C(C=C1)S)C 1-[4-(4,4,5,5-tetramethyl-1,3,2-dioxaborolan-2-yl)benzenesulfonyl]-N-{4-[sulfanyl]phenyl}piperidin-4-amine